C(=O)(O)C1=C(C=CC=C1)C=1C2=CC=C(C=C2OC2=CC(C=CC12)=O)O 9-(ortho-carboxyphenyl)-6-hydroxy-3H-xanthen-3-one